1,2-bis(2,3-epoxypropoxyl)ethylene O(CC1CO1)C=COCC1CO1